(S)-N2-[1-(4-fluorophenyl)ethyl]-4-[1-(2-methoxyethyl)-1H-pyrazol-4-yl]-N6-(pyrazine-2-yl)pyridine-2,6-diamine FC1=CC=C(C=C1)[C@H](C)NC1=NC(=CC(=C1)C=1C=NN(C1)CCOC)NC1=NC=CN=C1